2-(3-((1s,2r)-1,2-difluoro-1-(4-methyl-4H-1,2,4-triazol-3-yl)propan-2-yl)phenyl)-6-((3-fluoro-3-methylazetidin-1-yl)methyl)-4-(trifluoromethyl)isoindolin-1-one F[C@H]([C@](C)(F)C=1C=C(C=CC1)N1C(C2=CC(=CC(=C2C1)C(F)(F)F)CN1CC(C1)(C)F)=O)C1=NN=CN1C